COC(C)(C)C=1C=CC(=NC1)CO (5-(2-methoxyprop-2-yl)pyridin-2-yl)methanol